1-(tert-butyl)-N-(3-fluoro-4-(6-(1-methyl-1H-pyrazol-4-yl)pyrazolo[1,5-a]pyrazin-4-yl)benzyl)-1H-1,2,3-triazole-4-carboxamide C(C)(C)(C)N1N=NC(=C1)C(=O)NCC1=CC(=C(C=C1)C=1C=2N(C=C(N1)C=1C=NN(C1)C)N=CC2)F